FC(C1CCN(CC1)C1=NC2=CC=C(C=C2N=C1)NC1CCC(CC1)N)(F)F N1-(2-(4-(trifluoromethyl)piperidin-1-yl)quinoxalin-6-yl)cyclohexane-1,4-diamine